N-[1-[[2-chloro-5-(1-isopropyl-6-oxo-3-pyridyl)phenyl]methyl]-2-[4-(2-methyltriazol-4-yl)anilino]-2-oxo-ethyl]-2-methyl-pyrazole-3-carboxamide ClC1=C(C=C(C=C1)C1=CN(C(C=C1)=O)C(C)C)CC(C(=O)NC1=CC=C(C=C1)C1=NN(N=C1)C)NC(=O)C=1N(N=CC1)C